CC1CCOCCCCCCCCCCC(C1)=O 4-methyloxacyclohexadecan-6-one